O1CCC(CC1)NC(=O)C1=NC=NC=C1 N-(tetrahydro-2H-pyran-4-yl)pyrimidine-4-carboxamide